C(C)OC(=O)C=1C=NN2C1NC(=CC2=O)C2=CC(=C(C=C2)OC2=CC=CC=C2)C 5-(3-methyl-4-phenoxyphenyl)-7-oxo-4,7-dihydropyrazolo[1,5-a]pyrimidine-3-carboxylic acid ethyl ester